Dimethyl 6-bromo-3-oxo-4-(trifluoromethyl)-1,3-dihydroisobenzofuran-1-ylphosphonate BrC1=CC(=C2C(OC(C2=C1)P(OC)(OC)=O)=O)C(F)(F)F